ClC=1C=C2C(=CN1)NC(=C2)C(=O)N(C)C2COCC=1NC(C=3C=C(C(=CC3C12)F)F)=O 5-chloro-N-(8,9-difluoro-6-oxo-1,4,5,6-tetrahydro-2H-pyrano[3,4-c]isoquinolin-1-yl)-N-methyl-1H-pyrrolo[2,3-c]pyridine-2-carboxamide